2-(3-(tert-butyl)-4-hydroxy-5-(5-methoxy-2H-benzo[d][1,2,3]triazol-2-yl) phenoxy)ethyl methacrylate C(C(=C)C)(=O)OCCOC1=CC(=C(C(=C1)N1N=C2C(=N1)C=CC(=C2)OC)O)C(C)(C)C